5-chloro-3-fluoro-2-[4-[(2-hydroxy-2-methyl-propyl)amino]pyrido[3,4-d]pyridazin-1-yl]phenol ClC=1C=C(C(=C(C1)O)C1=C2C(=C(N=N1)NCC(C)(C)O)C=NC=C2)F